CC1=CNC2=CC(=C(C=C12)C)C(=O)NC1(CC1)C1=CC=CC2=CC=CC=C12 3,5-Dimethyl-N-(1-(naphthalen-1-yl)cyclopropyl)-1H-indole-6-carboxamide